N1C[C@@H](CCCC1)N1C(=NC2=C1C(=CC=C2)Cl)NC(=O)C2=CC(=NC=C2)N2N=CC(=C2)C2=C(C(=CC=C2)O)C=O N-{1-[(3R)-azepan-3-yl]-7-chloro-1,3-benzodiazol-2-yl}-2-[4-(2-formyl-3-hydroxyphenyl)pyrazol-1-yl]pyridine-4-carboxamide